[N+](=O)([O-])C1=CC=C(C=C1)/C=C/C(=O)C1=CC=C(OCC(=O)O)C=C1 2-[4-[(E)-3-(4-Nitrophenyl)prop-2-enoyl]phenoxy]acetic acid